4-nitro-N6-phenylpyridine-2,6-diamine [N+](=O)([O-])C1=CC(=NC(=C1)NC1=CC=CC=C1)N